trans-3a-methoxy-hexahydro-pyrrolo[3,4-c]Pyrrole-2-carboxylic acid CO[C@@]12[C@H](CNC1)CN(C2)C(=O)O